NC1=[N+](C=CC2=C1C(=C(S2)C(=O)OC)Br)N 4,5-diamino-3-bromo-2-(methoxycarbonyl)thieno[3,2-c]pyridin-5-ium